tert-butyl 3-[(3-benzyloxyphenyl)methoxy]-2-methoxy-piperidine-1-carboxylate C(C1=CC=CC=C1)OC=1C=C(C=CC1)COC1C(N(CCC1)C(=O)OC(C)(C)C)OC